NC=1N=C(C2=C(N1)C=NN2CC2=C(C=C(C(=O)O)C=C2)OC(F)F)N[C@H](CCO)CCC (S)-4-((5-amino-7-((1-hydroxyhexan-3-yl)amino)-1H-pyrazolo[4,3-d]pyrimidin-1-yl)methyl)-3-(difluoromethoxy)benzoic acid